C(C)(C)(C)OC(=O)N1CC(CC1)OCCCCCC1(OCCO1)C 3-(5-(2-methyl-1,3-dioxolan-2-yl)pentoxy)pyrrolidine-1-carboxylic acid (R)-tert-butyl ester